FC1=CC=C(C=N1)C1=NN(C=N1)C 3-(6-fluoropyridin-3-yl)-1-methyl-1H-1,2,4-triazol